[Cl-].[Sr+2].C(CCCCCCC)=N.[Cl-] octaanimine strontium chloride